C(C)(C)(C)OC(=O)N1[C@@H](CC[C@H](C1)C)C=1C=C2C=NN(C2=CC1)CCN(C)C.C1(=CC=CC=C1)CC(C#CC=1C=C(C=CC1)C)=O 1-phenyl-4-(m-tolyl)but-3-yn-2-one tert-butyl-(2S,5R)-2-[1-[2-(dimethylamino)ethyl]indazol-5-yl]-5-methyl-piperidine-1-carboxylate